5-isopropoxy-2-(5-(5-isopropyl-3-(trifluoromethyl)pyridin-2-ylamino)-1,2,4-thiadiazol-3-yl)isonicotinamide C(C)(C)OC1=CN=C(C=C1C(=O)N)C1=NSC(=N1)NC1=NC=C(C=C1C(F)(F)F)C(C)C